5,5-dimethyl-5H-thiopyran CC1(C=CCSC1)C